2-(6-fluoro-1,8-dimethyl-4-carbonyl-1,4-dihydroquinolin-2-yl)acetaldehyde FC=1C=C2C(C=C(N(C2=C(C1)C)C)CC=O)=C=O